N-[(6-Amino-2-pyridyl)sulfonyl]-6-(3,4-dihydro-2H-pyran-6-yl)-2-(2,4,6-trimethylphenoxy)pyridin-3-carboxamid NC1=CC=CC(=N1)S(=O)(=O)NC(=O)C=1C(=NC(=CC1)C1=CCCCO1)OC1=C(C=C(C=C1C)C)C